3-(pyridin-3-ylmethyl)-1-(4-(pyrrolidin-1-yl)piperidin-1-yl)-5H-pyrido[4,3-b]indole-7-carboxylic acid methyl ester COC(=O)C=1C=CC=2C3=C(NC2C1)C=C(N=C3N3CCC(CC3)N3CCCC3)CC=3C=NC=CC3